7-(6-((2,6-dioxopiperidin-3-yl)carbamoyl)pyridin-2-yl)hept-6-ynoic acid O=C1NC(CCC1NC(=O)C1=CC=CC(=N1)C#CCCCCC(=O)O)=O